OCC(COC)(C)NC(=O)C1=C(C=C2C=CC(=CN12)OCC1=NC=CC=C1)C N-(1-hydroxy-3-methoxy-2-methylpropan-2-yl)-2-methyl-6-[(pyridin-2-yl)methoxy]-indolizine-3-carboxamide